5-Chloro-2-[2-(4-fluoroisoindolin-2-yl)oxazolo[4,5-b]pyridin-5-yl]-3-methyl-phenol ClC=1C=C(C(=C(C1)O)C1=CC=C2C(=N1)N=C(O2)N2CC1=CC=CC(=C1C2)F)C